2-(1-Tert-butoxycarbonyl-3,6-dihydro-2H-pyridin-4-yl)-4-isopropyl-3-methyl-thieno[2,3-b]pyrrole-6-carboxylic acid tert-butyl ester C(C)(C)(C)OC(=O)N1C2=C(C(=C1)C(C)C)C(=C(S2)C=2CCN(CC2)C(=O)OC(C)(C)C)C